1-(3-bromo-2,2-dimethyl-7-((triisopropylsilyl)oxy)-2H-chromen-6-yl)ethan-1-one 2-[2-[3-(3-cyanophenoxy)phenoxy]phenyl]-3-methoxyacrylate C(#N)C=1C=C(OC=2C=C(OC3=C(C=CC=C3)C(C(=O)O)=COC)C=CC2)C=CC1.BrC=1C(OC2=CC(=C(C=C2C1)C(C)=O)O[Si](C(C)C)(C(C)C)C(C)C)(C)C